ClC=1C(=C(C=CC1)NC1=CNC2=C1C(NCC2)=O)CC 3-[(3-chloro-2-ethylphenyl)amino]-1H,5H,6H,7H-pyrrolo[3,2-c]pyridin-4-one